4-(4-(((3-aminooxetan-3-yl)methyl)amino)-6-methylquinazolin-2-yl)-2,3,4,5-tetrahydropyrido[2,3-f][1,4]thiazepine-1,1-Dioxide NC1(COC1)CNC1=NC(=NC2=CC=C(C=C12)C)N1CCS(C2=C(C1)N=CC=C2)(=O)=O